C[C@@H]1CN=C2N1C1=CC=C(C=C1C(N2CC=2C=NN(C2)C)=O)S(=O)(=O)NC2(CC2)C (R)-1-methyl-4-((1-methyl-1H-pyrazol-4-yl)methyl)-N-(1-methylcyclopropyl)-5-oxo-1,2,4,5-tetrahydroimidazo[1,2-a]quinazoline-7-sulfonamide